(3S)-3-acetamido-4-((2-((2-methyl-5-(2-(piperidin-3-yl)ethoxy)benzyl)amino)-2-oxo-1-(1-phenyl-1H-pyrazol-4-yl)ethyl)amino)-4-oxobutanoic acid C(C)(=O)N[C@@H](CC(=O)O)C(=O)NC(C(=O)NCC1=C(C=CC(=C1)OCCC1CNCCC1)C)C=1C=NN(C1)C1=CC=CC=C1